9-[4-[4-[(2,6-dioxo-3-piperidyl)amino]phenyl]-1-piperidyl]-9-oxo-nonanoic acid O=C1NC(CCC1NC1=CC=C(C=C1)C1CCN(CC1)C(CCCCCCCC(=O)O)=O)=O